ethyl 5-benzyl-4H-1,2,4-triazole-5-carboxylate C(C1=CC=CC=C1)C1(NC=NN1)C(=O)OCC